ClC=1C(=NC(=NC1)NC1=C(C=C(C=C1)N1CCN(CC1)C1CCN(CC1)CC=1C=C2CN(C(C2=CC1)=O)C1C(NC(CC1)=O)=O)OC)NC1=C(C=CC=C1)P(=O)(OC)OC 3-(5-((4-(4-(4-((5-chloro-4-((2-(dimethylphosphono)phenyl)amino)pyrimidin-2-yl)amino)-3-Methoxyphenyl)piperazin-1-yl)piperidin-1-yl)methyl)-1-oxoisoindoline-2-yl)piperidine-2,6-dione